rac-Ethyl 6-bromo-4-(((1R,3S)-3-methoxycyclopentyl)amino)thieno[2,3-d]pyrimidine-2-carboxylate BrC1=CC2=C(N=C(N=C2N[C@H]2C[C@H](CC2)OC)C(=O)OCC)S1 |r|